CS(=O)(=O)NS(=O)(=O)C N-(methylsulfonyl)methanesulfonamide